4-(4-chloro-2-fluorophenyl)-3-(2,3-dichlorophenyl)-5-neopentylpyrrolidine-2-carboxylic acid ClC1=CC(=C(C=C1)C1C(C(NC1CC(C)(C)C)C(=O)O)C1=C(C(=CC=C1)Cl)Cl)F